FC(C1=CC(=NN1)C=O)(F)F (5-(trifluoromethyl)-1H-pyrazol-3-yl)methanon